ClC=1C=CC(=C(C1)C1=CC(=C(N=N1)C)NC1=CC(=NC=C1)NC(CCN1[C@@H]2CN([C@H](C1)C2)C)=O)F N-(4-{[6-(5-chloro-2-fluorophenyl)-3-methylpyridazin-4-yl]amino}pyridin-2-yl)-3-[(1S,4S)-5-methyl-2,5-diazabicyclo[2.2.1]heptan-2-yl]propanamide